OCCN1CCC(CC1)CN1N=C(C=CC1=O)N1N=CC=C1 2-[[1-(2-hydroxyethyl)piperidin-4-yl]methyl]-6-pyrazol-1-ylpyridazin-3-one